5-Cyclopropyl-6-(3-methylimidazo[4,5-c]pyridin-7-yl)-3-[[3-methyl-1-[rel-(2R)-2,3-difluoropropyl]pyrazol-4-yl]amino]pyrazin-2-carboxamid C1(CC1)C=1N=C(C(=NC1C=1C2=C(C=NC1)N(C=N2)C)C(=O)N)NC=2C(=NN(C2)C[C@H](CF)F)C |o1:29|